C1(CC1)CN1C2=C(OCC1=O)C=CC(=C2)C2=C(N=C1N2C=CC=N1)C1=CC(=NC=C1)C 4-(Cyclopropyl-methyl)-6-(2-(2-methylpyridin-4-yl)imidazo[1,2-a]pyrimidin-3-yl)-2H-benzo[b][1,4]oxazin-3(4H)-one